methyl 5-hydrazinyl-1H-benzo[d]imidazole-2-carboxylate dihydrochloride Cl.Cl.N(N)C1=CC2=C(NC(=N2)C(=O)OC)C=C1